C(C1=CC=CC=C1)OC1=CC=C(C=N1)C1CN(CCC1(F)F)C(C(=O)O)(C)C 2-(3-(6-(benzyloxy)pyridin-3-yl)-4,4-difluoropiperidin-1-yl)-2-methylpropanoic acid